tert-butyl 4-[[6-(difluoromethoxy)-3-pyridyl]-(4-methoxy-3-pyridyl) amino]piperidine-1-carboxylate FC(OC1=CC=C(C=N1)N(C1CCN(CC1)C(=O)OC(C)(C)C)C=1C=NC=CC1OC)F